2-hexyldecyl 8-oxooctanoate O=CCCCCCCC(=O)OCC(CCCCCCCC)CCCCCC